OC1=C(C=CC(=C1)C)OBOC1=C(C=C(C=C1)C)O di(2-hydroxy-4-methyl-phenyl)boronic acid